3-bromo-N-(2-cyclopropyl-2-oxoethyl)-1H-pyrazole-5-carboxamide BrC1=NNC(=C1)C(=O)NCC(=O)C1CC1